N1(C=NC=C1)CCCN 3-(1H-imidazol-1-yl)propylamine